(2,6-Dichloropyridin-4-yl)methyl phenethylglycinate hydrochloride Cl.C(CC1=CC=CC=C1)NCC(=O)OCC1=CC(=NC(=C1)Cl)Cl